ClC=1C=C2C(=C(C(=NC2=CC1)C)C)C(C)C 6-chloro-4-isopropyl-2,3-dimethylquinoline